4-(3-((((1R,3S)-3-(aminomethyl)cyclohexyl)methyl)amino)-1-(4-methoxyphenyl)-1H-pyrazol-5-yl)-2-fluorobenzonitrile NC[C@@H]1C[C@@H](CCC1)CNC1=NN(C(=C1)C1=CC(=C(C#N)C=C1)F)C1=CC=C(C=C1)OC